bis(4-aminophenyl)biphenyl-3,3'-diamine NC1=CC=C(C=C1)C1=C(C(=C(C=C1)C1=CC(=CC=C1)N)C1=CC=C(C=C1)N)N